phenylnaphthalimide C1=CC=C(C=C1)C2=C3C4=C(C=CC=C4C(=O)NC3=O)C=C2